methyl (Z)-5-octenoate C(CCC\C=C/CC)(=O)OC